CN(C(=O)C=1C=CC(=NC1)C=1C=C2C(=NN(C2=C(C1)CC)CC)C(=O)OC)C methyl 5-(5-(dimethylcarbamoyl)pyridin-2-yl)-1,7-diethyl-1H-indazole-3-carboxylate